3-octyl-1,5-Pentandiol C(CCCCCCC)C(CCO)CCO